tert-butyl (2R)-2-((6-(3-cyanophenyl)pyrimidin-4-yl)carbamoyl)-5-methyl-morpholine-4-carboxylate C(#N)C=1C=C(C=CC1)C1=CC(=NC=N1)NC(=O)[C@H]1CN(C(CO1)C)C(=O)OC(C)(C)C